6-Ethyl-N-[2-[[4-(4-piperidyloxy)phenoxy]methyl]phenyl]thieno[2,3-b]pyrrole-5-carboxamide hydrochloride Cl.C(C)N1C2=C(C=C1C(=O)NC1=C(C=CC=C1)COC1=CC=C(C=C1)OC1CCNCC1)C=CS2